CN1C(CCC1=C)=O 1-methyl-5-methylene-2-pyrrolidone